5-(3-aminophenoxy)-6-chloro-N-(1-methyl-1H-pyrazol-4-yl)-1,2,4-triazin-3-amine NC=1C=C(OC=2N=C(N=NC2Cl)NC=2C=NN(C2)C)C=CC1